3,3'-bis(3-carboxypropoxy)-4,4'-benzidine C(=O)(O)CCCOC=1C=C(C=CC1N)C1=CC(=C(N)C=C1)OCCCC(=O)O